[Fe].CC1=C(N)C(=CC(=C1)C)C 2,4,6-trimethylaniline iron